ClC1=CC=C2C(=N1)C=NN2C(C)C 5-chloro-1-isopropyl-1H-pyrazolo[4,3-b]pyridine